COC=1C=C(C(=O)C(CC)(N(C)C)CC2=CC=CC=C2)C=CC1OC (3,4-dimethoxybenzoyl)-1-benzyl-1-dimethylaminopropane